COC1=NC=C(C(=C1)C(C)OC1OCCCC1)\C=C\[N+](=O)[O-] 2-methoxy-5-[(E)-2-nitrovinyl]-4-(1-tetrahydropyran-2-yloxyethyl)pyridine